Methyl 8-((2-(4-(dinonylglycyl)piperazin-1-yl)-2-oxoethyl)(2-((8-methoxy-8-oxooctyl)(nonyl)amino)ethyl)amino)octanoate C(CCCCCCCC)N(CC(=O)N1CCN(CC1)C(CN(CCCCCCCC(=O)OC)CCN(CCCCCCCCC)CCCCCCCC(=O)OC)=O)CCCCCCCCC